tert-butyl-4-{[7-(1-ethylcyclobutyl)-5-iodoimidazo[4,3-f][1,2,4]triazin-2-yl]amino}-3-fluoropiperidine-1-carboxylate C(C)(C)(C)OC(=O)N1CC(C(CC1)NC1=NN2C(C=N1)=C(N=C2C2(CCC2)CC)I)F